2-(5-ethyl-3-fluoro-2-methoxyphenyl)-2-((R)-3-((5-(4-methyl-5,6,7,8-tetrahydro-1,8-naphthyridin-2-yl)pentyl)oxy)pyrrolidin-1-yl)acetic acid C(C)C=1C=C(C(=C(C1)C(C(=O)O)N1C[C@@H](CC1)OCCCCCC1=NC=2NCCCC2C(=C1)C)OC)F